N[C@H](C(=O)NCC1=CC=C(C=C1)C1=CC=C(C=C1)C(F)(F)F)CCC (S)-2-amino-N-((4'-(trifluoromethyl)-[1,1'-biphenyl]-4-yl)methyl)pentanamide